(S)-(-)-2-carboxycyclobutylamine C(=O)(O)C1[C@H](CC1)N